CC1(NCC2=C1NN=C2NC2=NC=CC(=N2)C)C 6,6-dimethyl-N-(4-methylpyrimidin-2-yl)-1,4,5,6-tetrahydropyrrolo[3,4-c]pyrazol-3-amine